N-(3-((4-carbamoylphenyl)sulfonylamino)-4-hydroxyphenyl)-[1,1'-biphenyl]-4-carboxamide C(N)(=O)C1=CC=C(C=C1)S(=O)(=O)NC=1C=C(C=CC1O)NC(=O)C1=CC=C(C=C1)C1=CC=CC=C1